[Cl-].[Cl-].C[Zr](C1C=CC2=C(C=CC=C12)C1=CC=CC2=CC=CC=C12)(C1C=CC=C1)(=[SiH2])(=[SiH2])(C)(C)C Tetramethyldisilylene(cyclopentadienyl)(4-naphthyl-indenyl)zirconium dichloride